ClC=1C=C(C=CC1)C1=NOC(=N1)C1=CC=C(C=C1)/C=C/C(=O)N[C@H]1CN([C@@H](C1)C)C#N (E)-3-(4-(3-(3-chlorophenyl)-1,2,4-oxadiazol-5-yl)phenyl)-N-((3R,5R)-1-cyano-5-methylpyrrolidin-3-yl)acrylamide